(4-bromophenyl)-methoxy-1H-pyridin-2-one BrC1=CC=C(C=C1)C=1C(N(C=CC1)OC)=O